(S)-1'-(6-((1H-pyrrolo[2,3-b]pyridin-5-yl)oxy)-1,2,4-triazin-3-yl)-1,3-dihydrospiro[indene-2,4'-piperidin]-1-amine N1C=CC=2C1=NC=C(C2)OC2=CN=C(N=N2)N2CCC1(CC2)[C@@H](C2=CC=CC=C2C1)N